2-(4-((4-((4-oxo-4,5-dihydrothiazol-2-yl)amino)quinazolin-2-yl)amino)phenyl)acetonitrile O=C1N=C(SC1)NC1=NC(=NC2=CC=CC=C12)NC1=CC=C(C=C1)CC#N